O(C)C=1C(=NN=NC1)C1=CC=CC=C1 methoxylphenyl-triazine